N-(4-(2-(difluoromethoxy)ethoxy)-2-methoxyphenyl)-7-methylquinolin-4-amine FC(OCCOC1=CC(=C(C=C1)NC1=CC=NC2=CC(=CC=C12)C)OC)F